di(vinyl-phenyl)ethane p-Nitrophenyl-Phosphate [N+](=O)([O-])C1=CC=C(C=C1)OP(=O)(O)O.C(=C)C1=C(C=CC=C1)C(C)C1=C(C=CC=C1)C=C